2-(4-bromo-phenyl)-benzooxazol BrC1=CC=C(C=C1)C=1OC2=C(N1)C=CC=C2